4-(3,4-dihydro-2H-1,3-benzoxazin-8-yl)-5-fluoro-2-morpholin-4-ylbenzoic acid methyl ester dihydrochloride Cl.Cl.COC(C1=C(C=C(C(=C1)F)C1=CC=CC=2CNCOC21)N2CCOCC2)=O